2-(2',7'-di-tert-butyl-9,9'-spirobi(fluoren)-2-yl)-4,6-diphenyl-1,3,5-triazine C(C)(C)(C)C1=CC2=C(C=C1)C1=CC=C(C=C1C21C2=CC=CC=C2C=2C=CC(=CC12)C1=NC(=NC(=N1)C1=CC=CC=C1)C1=CC=CC=C1)C(C)(C)C